COC(=O)[C@@H]1C=CC2=CC(C(C(N12)=O)C(=O)OC)=O (3s,8ar)-5,7-dioxo-indolizine-3,6-dicarboxylic acid 3,6-dimethyl ester